7-bromo-N-(2-(tert-butylamino)-1-(2-chloro-5-fluorophenyl)-2-carbonylethyl)-6-fluoro-N-(4-methoxybenzyl)quinoline-5-carboxamide BrC=1C(=C(C=2C=CC=NC2C1)C(=O)N(CC1=CC=C(C=C1)OC)C(C(=C=O)NC(C)(C)C)C1=C(C=CC(=C1)F)Cl)F